1,2-epoxycyclohexane-4,5-dicarboxylic acid glycidyl ester C(C1CO1)OC(=O)C1CC2C(CC1C(=O)O)O2